[Si](C)(C)(C(C)(C)C)OCCN1N=CC(=C1)C=1C(=CC(=NC1)Cl)OC1CC1 5-(1-(2-((tert-butyldimethylsilyl)oxy)ethyl)-1H-pyrazol-4-yl)-2-chloro-4-cyclopropoxypyridine